[P].[P] phosphorus-phosphorus salt